COC1=CC=C(C=C2NC(C3=CC=CC=C23)=O)C=C1 3-(4-methoxybenzylidene)isoindolin-1-one